6-(4-(tert-Butoxycarbonyl)piperazin-1-yl)-3-formyl-1-(4-methoxybenzyl)-1H-indole-2-carboxylic acid ethyl ester C(C)OC(=O)C=1N(C2=CC(=CC=C2C1C=O)N1CCN(CC1)C(=O)OC(C)(C)C)CC1=CC=C(C=C1)OC